3-(3-(4-fluorophenyl)pyridin-4-yl)acrylic acid FC1=CC=C(C=C1)C=1C=NC=CC1C=CC(=O)O